FC1=C(N=CC2=C1N=C(N=C2)OCC21CCCN1CC(C2)F)C2=CC(=CC1=CC=CC=C21)OC 8-fluoro-2-((2-fluorotetrahydro-1H-pyrrolizin-7a(5H)-yl)methoxy)-7-(3-methoxynaphthalen-1-yl)pyrido[4,3-d]pyrimidine